N-(2-(4-(4-chloro-1-(4-hydroxyphenyl)-2-phenylbut-1-en-1-yl)phenoxy)ethyl)-3-((2-(2,6-dioxopiperidin-3-yl)-1,3-dioxoisoindolin-4-yl)amino)propanamide ClCCC(=C(C1=CC=C(C=C1)O)C1=CC=C(OCCNC(CCNC2=C3C(N(C(C3=CC=C2)=O)C2C(NC(CC2)=O)=O)=O)=O)C=C1)C1=CC=CC=C1